ClC1=C(C=CC(=C1)F)NC(=O)C=1N(C2=CC=C(C=C2C1)NC(C1=C(C=CC(=C1)CNC(C(C)C)=O)Cl)=O)CC(F)F N-(2-chloro-4-fluorophenyl)-5-(2-chloro-5-(isobutyrylaminomethyl)benzoylamino)-1-(2,2-difluoroethyl)-1H-indole-2-carboxamide